(8-bromo-2,4-dihydro-1,3-benzoxazin-3-yl)-[2,6-dichloro-4-(1-methylpyrazol-4-yl)phenyl]methanone BrC1=CC=CC=2CN(COC21)C(=O)C2=C(C=C(C=C2Cl)C=2C=NN(C2)C)Cl